2-(3,4-dimethoxybenzoyl)-6-amino-4(3H)-quinazolinone COC=1C=C(C(=O)C2=NC3=CC=C(C=C3C(N2)=O)N)C=CC1OC